C(C)(C)(C)OC(=O)[C@](N)(CCCCN)C(=O)O alpha-tert-butoxycarbonyl-L-lysine